6-bromo-4-(7-bromo-2-hydroxynaphthalen-1-yl)-3-(5-methylpyridin-2-yl)-1H-isochromen-1-one BrC=1C=C2C(=C(OC(C2=CC1)=O)C1=NC=C(C=C1)C)C1=C(C=CC2=CC=C(C=C12)Br)O